3-(oleoyloxy)-2-oxopropyl (9Z,12Z)-octadeca-9,12-dienoate C(CCCCCCC\C=C/C\C=C/CCCCC)(=O)OCC(COC(CCCCCCC\C=C/CCCCCCCC)=O)=O